ClC1=C(C=CC2=C1C(=NCC(N2C)=O)C2=C(C=CC(=C2)O)F)Cl 6,7-Dichloro-5-(2-fluoro-5-hydroxy-phenyl)-1-methyl-3H-1,4-benzodiazepine-2-One